[Br-].C[NH+](CC(COCCCCCCCC\C=C/CCCCCCCC)OCCCCCCCC\C=C/CCCCCCCC)C dimethyl-2,3-dioleyloxy-propyl-ammonium bromide